7,7'-(1,3-dioxolane-2,2-diyl)bis(2,2-dimethylheptanoate) O1C(OCC1)(CCCCCC(C(=O)[O-])(C)C)CCCCCC(C(=O)[O-])(C)C